dibutylbis(dodecylthio)stannane C(CCC)[Sn](SCCCCCCCCCCCC)(SCCCCCCCCCCCC)CCCC